Ethylidenbisphenol C(C)(C1=C(C=CC=C1)O)C1=C(C=CC=C1)O